4-bromo-N-(4-bromo-3-methylphenyl)-2,6-difluorobenzamide BrC1=CC(=C(C(=O)NC2=CC(=C(C=C2)Br)C)C(=C1)F)F